C(C)(C)(C1=C(C=CC=C1)O)C1=C(C=CC=C1)O 2,2'-isopropylidenediphenol